acrylic acid n-dodecyl ester C(CCCCCCCCCCC)OC(C=C)=O